C1(=CC=CC=C1)[C@@]1(N(CC1)S(=O)(=O)C1=CC=C(C)C=C1)C(=O)OCC |r| Ethyl (±)-2-phenyl-1-tosylazetidine-2-carboxylate